4'-ethyl[1,1'-biphenyl]-2-carboxylic acid C(C)C1=CC=C(C=C1)C=1C(=CC=CC1)C(=O)O